ClC=1C=CC(=C(C1)C1=CC(NC=C1OC([2H])([2H])[2H])=O)N1N=NC(=C1)C(F)(F)F 4-(5-chloro-2-(4-(trifluoromethyl)-1H-1,2,3-triazol-1-yl)phenyl)-5-(methoxy-d3)Pyridin-2(1H)-one